C(C)(C)(C)N(C(O)=O)CCOC1=CC2=CC=CC=C2C=C1.FC(C=1C=C2C=CNC2=CC1)(F)F 5-(trifluoromethyl)indole tert-Butyl-(2-(naphthalen-2-yloxy)ethyl)carbamate